N1C=CC=2C1=NC=C(C2)OC2=C(C(=O)OC)C=CC(=C2)N2CCN(CC2)CC2=C(CC1(CCC1)CC2)C21CC(C2)(C1)C(F)F Methyl 2-((1H-pyrrolo[2,3-b]pyridin-5-yl)oxy)-4-(4-((6-(3-(difluoromethyl)bicyclo[1.1.1]pentan-1-yl)spiro[3.5]non-6-en-7-yl)methyl)piperazin-1-yl)benzoate